O.O.Cl.Cl DIHYDROCHLORIDE DIHYDRATE